5-bromo-1,3-dimethyl-1H-indazol BrC=1C=C2C(=NN(C2=CC1)C)C